5-oxo-5,7-dihydrospiro[cyclopenta[b]pyridine-6,4'-piperidine] O=C1C=2C(=NC=CC2)CC12CCNCC2